8-(2-(4H-1,2,4-triazol-4-yl)ethoxy)-3-chloro-5-isopropylisoquinoline N=1N=CN(C1)CCOC=1C=CC(=C2C=C(N=CC12)Cl)C(C)C